(4-chlorophenyl)-5-trifluoromethyl-pyrrole-3-nitrile ClC1=CC=C(C=C1)C=1NC(=CC1C#N)C(F)(F)F